4-[2-(ethoxymethyl)-1-isobutyl-5-oxido-imidazo[4,5-c]quinolin-5-ium-9-yl]oxy-2-methyl-butan-2-ol C(C)OCC=1N(C2=C(C=[N+](C=3C=CC=C(C23)OCCC(C)(O)C)[O-])N1)CC(C)C